C(C)C1CCNC1 4-ethylpyrrolidin